1-(benzyloxycarbonyl)-4-hydroxy-L-proline C(C1=CC=CC=C1)OC(=O)N1[C@@H](CC(C1)O)C(=O)O